3-fluoro-4-(trans-4'-propylcyclohexyl)-biphenyl FC=1C=C(C=CC1[C@@H]1CC[C@H](CC1)CCC)C1=CC=CC=C1